4-(cyclobutanecarbonyl)-N-((7-(5-(difluoromethyl)-1,3,4-oxadiazol-2-yl)imidazo[1,2-a]pyridine-2-yl)methyl)-N-phenylpiperazine-1-carboxamide C1(CCC1)C(=O)N1CCN(CC1)C(=O)N(C1=CC=CC=C1)CC=1N=C2N(C=CC(=C2)C=2OC(=NN2)C(F)F)C1